1-(2-(3-aminophenoxy)ethyl)-3-(5-chloro-7-((4-methoxybenzyl)(methyl)amino)pyrazolo[1,5-a]pyrimidin-3-yl)urea NC=1C=C(OCCNC(=O)NC=2C=NN3C2N=C(C=C3N(C)CC3=CC=C(C=C3)OC)Cl)C=CC1